rac-(1S*,2S*)-2-(3-chlorophenyl)-N-(4-chloropyrimidin-2-yl)cyclopropane-1-carboxamide ClC=1C=C(C=CC1)[C@@H]1[C@H](C1)C(=O)NC1=NC=CC(=N1)Cl |r|